C(#N)N=S(=O)(NC(NC1=C2CCCC2=CC=2CCCC12)=O)\C=C\[C@]1(N(CCC1)CC(C)(N1CCCC1)C)C (E)-N'-cyano-N-((1,2,3,5,6,7-hexahydro-s-indacen-4-yl)carbamoyl)-2-((S)-2-methyl-1-(2-methyl-2-(pyrrolidin-1-yl)propyl)pyrrolidin-2-yl)ethene-1-sulfonimidamide